C1CCC2=NC=3CCCC3C(=C12)NC(=O)NS(=O)(=O)C=1OC=C(C1)C(C)(C)O 1-(1,2,3,5,6,7-hexahydro-4-aza-s-indacen-8-yl)-3-[4-(1-hydroxy-1-methyl-ethyl)-furan-2-sulfonyl]-urea